2-chloro-5-isopropyl-7-(4-(trifluoromethyl)piperidin-1-yl)-5H-pyrrolo[3,2-d]pyrimidine ClC=1N=CC2=C(N1)C(=CN2C(C)C)N2CCC(CC2)C(F)(F)F